C(CCC)OC(=O)N1C(CCCC1)C=O butyl-2-formylpiperidine-1-carboxylate